(S)-2-((4-(6-((3-Cyclopropyl-1-methyl-1H-indazol-6-yl)methoxy)pyridin-2-yl)piperidine-1-yl)methyl)-1-(oxetan-2-ylmethyl)-1H-benzo[d]imidazole-6-carboxylic acid C1(CC1)C1=NN(C2=CC(=CC=C12)COC1=CC=CC(=N1)C1CCN(CC1)CC1=NC2=C(N1C[C@H]1OCC1)C=C(C=C2)C(=O)O)C